N1CC(C1)N1C=CC2=CC(=CC=C12)C#N 1-(azetidin-3-yl)-1H-indole-5-carbonitrile